NC=1C=C(C=C(C1)C(F)(F)F)[C@@H](C)NC1=NC(=NC2=C3C(=C(C=C12)N1CCOCC1)O[C@@H](C3)C)C |&1:31| (R/S)-N-((R)-1-(3-amino-5-(trifluoromethyl)phenyl)ethyl)-2,8-dimethyl-6-morpholino-8,9-dihydrofuro[2,3-h]quinazolin-4-amine